3-(1-phenylvinyl)pyridine C1(=CC=CC=C1)C(=C)C=1C=NC=CC1